O=C1N(C(C2=CC=CC=C12)=O)CC(=O)Cl 2-(1,3-dioxoisoindol-2-yl)acetyl chloride